BrC=1C(=C(C=CC1)C=1OC2=C(N1)C=C(C=C2C#N)CO)C 2-(3-bromo-2-methylphenyl)-5-(hydroxymethyl)benzo[d]oxazole-7-carbonitrile